ClC1=C(C=C(C(=C1)Cl)OC(F)(F)F)B(O)O 2,4-DICHLORO-5-(TRIFLUOROMETHOXY)PHENYLBORONIC ACID